FC(S(=O)(=O)OC(CF)CF)(F)F 1,3-difluoropropan-2-yl trifluoromethane-sulfonate